C(C)(C)(C)OCCN(CCC(C(=O)O)NC(=O)C=1N(N=CC1)C(F)F)CCCCC1=NC=2NCCCC2C=C1 4-[2-tert-butoxyethyl-[4-(5,6,7,8-tetrahydro-1,8-naphthyridin-2-yl)butyl]amino]-2-[[2-(difluoromethyl)pyrazole-3-carbonyl]amino]butanoic acid